1-(6-amino-5-nitro-2-pyridinyl)azetidin-3-ol NC1=C(C=CC(=N1)N1CC(C1)O)[N+](=O)[O-]